C1=CC=CC2=CC(C3=C4C=CC=C4C=CC3=C12)=O 7H-cyclopenta[a]phenanthren-7-one